C(C)OC(C)N1N=C(C=2C1=NC=C(C2)C2=CC(NC=C2)=O)C2=CC(=NC=C2)C 4-(1-(1-ethoxyethyl)-3-(2-methylpyridin-4-yl)-1H-pyrazolo[3,4-b]-pyridin-5-yl)-pyridin-2(1H)-one